2-ethylhexyl 3-((3-oxo-2-(tetrahydro-2H-pyran-2-yl)-2,3-dihydropyridazin-4-yl)thio)propanoate O=C1N(N=CC=C1SCCC(=O)OCC(CCCC)CC)C1OCCCC1